Cl.CN1CCC(CC1)C(=O)NC1=NNC2=CC=C(C=C12)C1=CC=CC=C1 1-Methyl-N-(5-phenyl-1H-indazol-3-yl)piperidine-4-carboxamide hydrochloride